C(C)N(CC)C=CC1=CC=CC=C1 N,N-diethyl-aminostyrene